OCCCCCCNC(C1=CC=CC=C1)=O N-(6-hydroxyhexyl)benzamide